naphthofluorene-amine C=1(C=2C=CC3=C(C=CC=4C=5C=CC=CC5CC34)C2C=CC1)N